alpha-[p-(diethylamino)styryl]-N-(4-methyl-2-carboxyphenyl)nitrone C(C)N(C1=CC=C(C=CC=[N+]([O-])C2=C(C=C(C=C2)C)C(=O)O)C=C1)CC